1-((2-(trimethylsilyl)ethoxy)methyl)-1,4,6,7-tetrahydro-5H-pyrazolo[4,3-c]Pyridine-5-carboxylic acid tert-butyl ester C(C)(C)(C)OC(=O)N1CC2=C(CC1)N(N=C2)COCC[Si](C)(C)C